2-(p-methylphenyl)quinoline-4-carboxylic acid CC1=CC=C(C=C1)C1=NC2=CC=CC=C2C(=C1)C(=O)O